tert-butyl (1-(5-((7-cyclobutoxy-4-oxo-3,4-dihydrophthalazin-1-yl)methyl)-2-fluorobenzoyl)azetidin-3-yl)carbamate C1(CCC1)OC1=CC=C2C(NN=C(C2=C1)CC=1C=CC(=C(C(=O)N2CC(C2)NC(OC(C)(C)C)=O)C1)F)=O